C(C)ON=CC1=NC=CC=C1 2-pyridinecarboxaldehyde O-ethyl oxime